C(C)(C)(C)OC(=O)N1CC2(C1)CN(CC2)C2=NC=CC(=N2)NC2=NNC(=C2)C2CC2.BrC=2C=C1C(=NC2)NC=C1C(C)=O (5-bromo-1H-pyrrolo[2,3-b]pyridin-3-yl)ethan-1-one tert-Butyl-6-(4-((5-Cyclopropyl-1H-pyrazol-3-yl)amino)pyrimidin-2-yl)-2,6-diazaspiro[3.4]octane-2-carboxylate